N1(N=NC=C1)CCC(=O)N1CC(=CCC1)C1=CC(=C2C=C(NC2=C1F)C(N(C)C)=O)C1=C(C=C(C=C1)N1C(CN(CC1)C(=O)OC(C)(C)C)=O)OC Tert-butyl 4-(4-(6-(1-(3-(1H-1,2,3-triazol-1-yl)propanoyl)-1,2,5,6-tetrahydropyridin-3-yl)-2-(dimethylcarbamoyl)-7-fluoro-1H-indol-4-yl)-3-methoxyphenyl)-3-oxopiperazine-1-carboxylate